C(#N)C(CC=1OC2=C(C1)C=CC(=C2)C=2C=CC1=C(N(C(O1)=O)C)C2)NC(=O)[C@H]2OCCCNC2 (2S)-N-{1-cyano-2-[6-(3-methyl-2-oxo-1,3-benzoxazol-5-yl)-1-benzofuran-2-yl]ethyl}-1,4-oxazepane-2-carboxamide